ClC1=CC=C(CN2C(N(C(N=C2NC2=CC=C(C=C2)OC2=NC=CC=C2)=O)C[C@H](CC(=O)O)SC)=O)C=C1 (S)-4-(3-(4-chlorobenzyl)-2,6-dioxo-4-((4-(pyridin-2-yloxy)phenyl)amino)-3,6-dihydro-1,3,5-triazin-1(2H)-yl)-3-(methylthio)butanoic acid